(1R*,3R*,4R*)-3-azido-1-(5-(5-bromopyrimidin-2-yl)-2-fluorobenzyl)-4-hydroxycyclopentane-1-carboxylate N(=[N+]=[N-])[C@@H]1C[C@](C[C@H]1O)(C(=O)[O-])CC1=C(C=CC(=C1)C1=NC=C(C=N1)Br)F |o1:3,5,7|